Lithium 3-((1H-pyrrolo[2,3-b]pyridine-5-carboxamido) methyl)-4-methylbenzoate N1C=CC=2C1=NC=C(C2)C(=O)NCC=2C=C(C(=O)[O-])C=CC2C.[Li+]